ClC1=NC=C(C(=N1)NC1CCN(CC1)S(=O)(=O)C)F 2-Chloro-5-fluoro-N-(1-(methylsulfonyl)piperidin-4-yl)pyrimidin-4-amine